C1(CC1)N1[C@@H](CN(CC1)C1CCN(CC1)C1=C(C=C(C(=C1)OC)NC1=NC=NC(=C1)N1OCC[C@@H]1C1=CC(=CC=C1)C(F)(F)F)NC(C=C)=O)C N-(2-(4-((R)-4-cyclopropyl-3-methylpiperazine-1-yl)piperidine-1-yl)-4-methoxy-5-((6-((R)-3-(3-(trifluoromethyl)phenyl)isoxazolidine-2-yl)pyrimidine-4-yl)amino)-phenyl)acrylamide